4-((3-methyl-4-((1-methyl-1H-benzimidazol-5-yl)oxy)phenyl)amino)pyrimidin-5-ol CC=1C=C(C=CC1OC1=CC2=C(N(C=N2)C)C=C1)NC1=NC=NC=C1O